FC=1C=C(CN2C3=C(OCC2)C=CC(=C3)NC(=O)NC3=CNC2=CC=C(C=C32)F)C=C(C1)F 1-(4-(3,5-difluorobenzyl)-3,4-dihydro-2H-benzo[b][1,4]oxazin-6-yl)-3-(5-fluoro-1H-indol-3-yl)urea